C1(=CC=CC=C1)[C@@H]1[C@H](C1)NC(=O)[C@@H]1CN(C[C@H]1C(N[C@@H]1[C@H](C1)C1=CC=CC=C1)=O)C(=O)C1=CC=C(C(=O)NC[C@@H](C(=O)NCCCCCC)NC(OCCCCCCCCC)=O)C=C1 nonyl ((S)-3-(4-((3S,4S)-3,4-bis(((1S,2R)-2-phenylcyclopropyl)carbamoyl)pyrrolidine-1-carbonyl)benzamido)-1-(hexylamino)-1-oxopropan-2-yl)carbamate